C(CCC)C(=C(OCC)CCCC)CCCC tributyl-(1-ethoxyethylene)